2-[4-[(2-butyl-4-oxo-1,3-diazaspiro[4.4]non-1-en-3-yl)methyl]-2-propylphenyl]-N-(4,5-dimethyl-1,2-oxazol-3-yl)benzenesulfonamide C(CCC)C1=NC2(C(N1CC1=CC(=C(C=C1)C1=C(C=CC=C1)S(=O)(=O)NC1=NOC(=C1C)C)CCC)=O)CCCC2